2-bromo-4-fluoro-3-methylphenol BrC1=C(C=CC(=C1C)F)O